FC1=CC=C2CC3(CCN(CC3)C=3N=C4C(=NC3)C(=NN4COCC[Si](C)(C)C)I)[C@@H](C2=C1)N (S)-6-fluoro-1'-(3-iodo-1-((2-(trimethylsilyl)ethoxy)methyl)-1H-pyrazolo[4,3-b]pyrazin-6-yl)-1,3-dihydrospiro[indene-2,4'-piperidin]-1-amine